C(#N)N1C[C@]2(CC2C1)NC(=O)C=1SC(=CN1)C1=C(C=CC=C1)NC1=CC=CC=C1 N-((1R)-3-Cyano-3-azabicyclo[3.1.0]hexan-1-yl)-5-(2-(phenylamino)phenyl)thiazol-2-carboxamid